(10Z)-10-[[4-(dimethylcarbamoyl)-1-oxo-3H-isoindol-2-yl]methylene]-7-azaspiro[4.5]decane-7-carboxylic acid tert-butyl ester C(C)(C)(C)OC(=O)N1CC2(CCCC2)\C(\CC1)=C/N1C(C2=CC=CC(=C2C1)C(N(C)C)=O)=O